Cl.FC=1C=C(C=C(C1)F)[C@H]1NCC[C@H](C1)NC(C(F)(F)F)=O N-((2S,4R)-2-(3,5-Difluorophenyl)piperidin-4-yl)-2,2,2-trifluoroacetamide hydrochloride